ClC1=CC(=C(C(=C1)C1CCCCC1)NC(=O)NS(=O)(=O)C=1OC=C(C1)C(C)(C)O)C1CCCCC1 N-((4-chloro-2,6-dicyclohexylphenyl)carbamoyl)-4-(2-hydroxypropan-2-yl)furan-2-sulfonamide